F.F.OCCC(C(N)(CCO)CCO)CNCCCCCCCCCCCCCCCCCC tris(2-hydroxyethyl)-N'-octadecyl-1,3-diaminopropane dihydrofluoride